(S)-8-methyl-4-((tetrahydrofuran-3-yl) oxy)-[1,3]dioxolo[4,5-h]quinazolin-6-yl 2,4,6-triisopropylbenzenesulfonate C(C)(C)C1=C(C(=CC(=C1)C(C)C)C(C)C)S(=O)(=O)OC1=NC(=NC=2C3=C(C(=CC12)O[C@@H]1COCC1)OCO3)C